diazepanone C1CCNNC(=O)C1